N-(5-(2-((S)-2-methylazetidin-1-yl)-6,7-dihydro-5H-cyclopenta[d]pyrimidin-4-yl)-2-(trifluoromethyl)-2,3-dihydro-1H-inden-1-yl)methanesulfonamide C[C@@H]1N(CC1)C=1N=C(C2=C(N1)CCC2)C=2C=C1CC(C(C1=CC2)NS(=O)(=O)C)C(F)(F)F